CC1=NOC(=C1C(=O)N1C[C@@]2(CC1)C=C(C(C(C2)(C)C)=O)C#N)C (5S)-2-(3,5-dimethyl-1,2-oxazole-4-carbonyl)-9,9-dimethyl-8-oxo-2-azaspiro[4.5]dec-6-ene-7-carbonitrile